(S)-8-(3-(3-chlorophenyl)isoxazol-5-yl)-9-oxooctahydro-2H-pyrazino[1,2-a]pyrazine-2-carbonitrile ClC=1C=C(C=CC1)C1=NOC(=C1)N1C([C@H]2N(CCN(C2)C#N)CC1)=O